methylhexahydropyrrolo[1,2-a]pyrazin-3(4H)-one CC1C2N(CC(N1)=O)CCC2